BrC1=NC(=C(C(=O)OC)C=C1)NC(CCC)=O methyl 6-bromo-2-butyramidonicotinate